benzyl (3S)-3-(((benzyloxy) carbonyl) amino)-5-hydroxyazepan-1-carboxylate C(C1=CC=CC=C1)OC(=O)N[C@@H]1CN(CCC(C1)O)C(=O)OCC1=CC=CC=C1